NC=1C=C(C=CC1)C=1C(=NN(N1)COCC[Si](C)(C)C)C(=O)OC methyl 5-(3-aminophenyl)-2-((2-(trimethylsilyl) ethoxy) methyl)-2H-1,2,3-triazole-4-carboxylate